5-Chloro-4-(((3R,3aR,6aS)-6,6-difluorohexahydrofuro[3,2-b]furan-3-yl)oxy)pyrimidine ClC=1C(=NC=NC1)O[C@H]1[C@@H]2[C@H](OC1)C(CO2)(F)F